ClC1=C(C(=CC=C1F)Cl)C(C)OC=1C=C(C=CC1)C1=NC=C(C=N1)NC(=O)NC1CNCC1 1-(2-(3-(1-(2,6-dichloro-3-fluorophenyl)ethoxy)-phenyl)pyrimidin-5-yl)-3-(pyrrolidin-3-yl)urea